3-(2-fluoro-5-(4-methylpiperazin-1-yl)phenyl)-5-(2-fluoro-6-methoxyphenyl)-1H-pyrazolo[4,3-c]pyridazin-6(5H)-one FC1=C(C=C(C=C1)N1CCN(CC1)C)C1=NNC=2C1=NN(C(C2)=O)C2=C(C=CC=C2OC)F